C(CC)(=O)OCC(=O)O[C@@H](C)[C@H]1CC(CCC1)(C)C 2-{(1S)-1-[(1R)-3,3-dimethylcyclohexyl]ethoxy}-2-oxoethyl propionate